C1(=CC=C(C=C1)N(C1=CC=C(C=C1)\C=C(/C#N)\C1=CC=C(C=C1)C1=CC=C(C=C1)C=O)C1=CC=C(C=C1)C)C (Z)-3-(4-(di-p-tolylamino)phenyl)-2-(4'-formyl-[1,1'-biphenyl]-4-yl)acrylonitrile